bis(chloro-p-xylylenediamine) disodium salt [Na].[Na].ClNCC1=CC=C(C=C1)CN.ClNCC1=CC=C(C=C1)CN